2-((allyloxy)methyl)4,5-dihydrooxazole C(C=C)OCC=1OCCN1